(cis)-3-((R)-7-(4-Chloro-3-(trifluoromethyl)benzoyl)-2-(isopropylamino)-6-methyl-4-oxo-5,6,7,8-tetrahydropyrido[3,4-d]pyrimidin-3(4H)-yl)-N-methylcyclobutane-carboxamide ClC1=C(C=C(C(=O)N2CC=3N=C(N(C(C3C[C@H]2C)=O)[C@H]2C[C@H](C2)C(=O)NC)NC(C)C)C=C1)C(F)(F)F